O=C1NC(CCC1NC=1C=C(C(=O)N2CC(C2)CN2CCNCC2)C=CC1)=O 4-((1-(3-((2,6-dioxopiperidin-3-yl)amino)benzoyl)azetidin-3-yl)methyl)piperazin